N4-((R)-1-(3-(difluoromethyl)-2-fluorophenyl)ethyl)-N7,N7,2-trimethyl-6-(((S)-tetrahydrofuran-3-yl)oxy)pyrido[2,3-d]pyrimidine-4,7-diamine FC(C=1C(=C(C=CC1)[C@@H](C)NC=1C2=C(N=C(N1)C)N=C(C(=C2)O[C@@H]2COCC2)N(C)C)F)F